C(C)(=O)O.C(C)(=O)O.C(C)(=O)O.OCC(O)CO.OCC(O)CO.OCC(O)CO triglycerin triacetate